C12(CC(C1)C2)NC2=NC(=NC=C2C#N)NC=2C(=CC(=C(C2)NC(C=C)=O)N(C)CCN(C)C)OC N-(5-((4-(bicyclo[1.1.1]pentan-1-ylamino)-5-cyanopyrimidin-2-yl)amino)-2-((2-(dimethylamino)ethyl)(methyl)amino)-4-methoxyphenyl)acrylamide